N1(N=CC=C1)[C@H]1[C@@H](CC1)C=1NC(C2=C(N1)N(N=C2C#N)[C@@H](C)C2CCOCC2)=O 6-((1R,2R)-2-(1H-pyrazol-1-yl)cyclobutyl)-4-oxo-1-((S)-1-(tetrahydro-2H-pyran-4-yl)ethyl)-4,5-dihydro-1H-pyrazolo[3,4-d]pyrimidine-3-carbonitrile